C1(=CC=CC=C1)CCS(=O)(=O)N 2-phenylethane-1-sulfonamide